C(C)(=O)ONC(=N)C=1C=C(OC=2C(=C3C=CNC3=CC2F)CC(=O)OCC)C=CC1F ethyl 2-(5-(3-(N-acetoxycarbamimidoyl)-4-fluorophenoxy)-6-fluoro-1H-indol-4-yl)acetate